(4R)-4-(aminomethyl)-N-methyl-N-(4-methylphenyl)-3,4-dihydro-2H-1-benzopyran-7-amine NC[C@@H]1CCOC2=C1C=CC(=C2)N(C2=CC=C(C=C2)C)C